4-chloro-N-((5-cyclopropyl-1H-indazol-yl)methyl)-3-fluorobenzamide ClC1=C(C=C(C(=O)NCN2N=CC3=CC(=CC=C23)C2CC2)C=C1)F